IC1=NC=CC(=N1)C1=CN=NC=C1 4-(2-iodopyrimidin-4-yl)pyridazine